(6R)-17-amino-6,15-bis(trifluoromethyl)spiro[19-oxa-3,4,13,18-tetrazatricyclo[12.3.1.12,5]nonadeca-1(18),2,4,14,16-pentaene-12,1'-cyclohexane]-6-ol NC1=CC(=C2NC3(CCCCC3)CCCCC[C@](C3=NN=C(C1=N2)O3)(O)C(F)(F)F)C(F)(F)F